ClC=1C=NC=C(C1N1C[C@@H](CC1)NC([O-])=O)[N+](=O)[O-] R-(1-(3-chloro-5-nitropyridin-4-yl)pyrrolidin-3-yl)carbamate